(R)-4-(2-(3-((5-chloro-4-(1H-indol-3-yl)pyrimidin-2-yl)amino)pyrrolidin-1-yl)ethyl)-[1,4'-bipiperidine]-1'-carboxylic acid tert-butyl ester C(C)(C)(C)OC(=O)N1CCC(CC1)N1CCC(CC1)CCN1C[C@@H](CC1)NC1=NC=C(C(=N1)C1=CNC2=CC=CC=C12)Cl